2-cyanoethyl-N,N-diisopropylamino phosphite P(ON(C(C)(C)CCC#N)C(C)C)([O-])[O-]